3-(2'-chlorobiphenyl-3-yl)-3-(3-(4-hydroxy-1,5-dimethyl-2-oxo-1,2-dihydropyridin-3-yl)ureido)propanoic acid ClC1=C(C=CC=C1)C1=CC(=CC=C1)C(CC(=O)O)NC(=O)NC=1C(N(C=C(C1O)C)C)=O